C1(=CC=CC=2SC3=CC=CC(=C3SC12)COC1=C(C2=CC=CC=C2C=C1)C1=C(C=CC2=CC=CC=C12)OCCO)COC1=C(C2=CC=CC=C2C=C1)C1=C(C=CC2=CC=CC=C12)OCCO 2,2'-[Thianthrene-1,9-diylbis(methyleneoxy[1,1'-binaphthyl]-2',2-diyloxy)]bis(ethan-1-ol)